Pyrrolidine-2,4-dicarboxamide N1C(CC(C1)C(=O)N)C(=O)N